FC1=C(C=CC(=C1C(=O)C1=CNC2=NC=C(C=C21)C=2C=NC(=CC2)N2CCNCC2)F)NS(=O)(=O)[C@H](C)CC |r| rac-N-[2,4-Difluoro-3-[5-(6-piperazin-1-yl-3-pyridyl)-1H-pyrrolo[2,3-b]pyridine-3-carbonyl]phenyl]butane-2-sulfonamide